methyl 6-oxo-6,8,9,10-tetrahydro-5H-pyrano[2,3-c][1,5]naphthyridine-3-carboxylate O=C1NC2=CC(=CN=C2C2=C1OCCC2)C(=O)OC